CN1N=CC(=C1C)C=1C=CC=C2[C@@H](CCOC12)CN(C(OC(C)(C)C)=O)C tert-butyl (R)-((8-(1,5-dimethyl-1H-pyrazol-4-yl)chroman-4-yl)methyl)(methyl)carbamate